P(O)(O)(O)=O.N[C@@H]1CN(C[C@@H]([C@H]1O)C)C1=C2C(=NC=C1NC(=O)C1=NC(=CC=C1F)C1=C(C=CC=C1F)F)[C@@H](CC2)O N-{(7R)-4-[(3R,4R,5S)-3-amino-4-hydroxy-5-methylpiperidinyl]-7-hydroxy-6,7-dihydro-5H-cyclopenta[b]pyridin-3-yl}-6-(2,6-difluorophenyl)fluoropyridine-2-carboxamide Phosphoric Acid Salt